(R)-4-(3-((tert-butyldimethylsilyl)oxy)pyrrolidin-1-yl)-3-ethynyl-N-methyl-N-(2-morpholino-2-oxoethyl)benzenesulfonamide [Si](C)(C)(C(C)(C)C)O[C@H]1CN(CC1)C1=C(C=C(C=C1)S(=O)(=O)N(CC(=O)N1CCOCC1)C)C#C